[Na].C1(=CC=CC=C1)P(=O)(C1=CC=CC=C1)C(C(=O)C=1OC=CC1)CP(=O)(C1=CC=CC=C1)C1=CC=CC=C1 2,3-bis(diphenylphosphoryl)-1-(furan-2-yl)propan-1-one sodium